5-(3-(2-(1-methyl-1H-indazol-6-yl) ethynyl) phenoxy)-1H-1,2,3-triazole-4-carboxylate CN1N=CC2=CC=C(C=C12)C#CC=1C=C(OC2=C(N=NN2)C(=O)[O-])C=CC1